(S)-3-fluoro-3-(4-(trifluoromethyl)phenyl)propanal F[C@@H](CC=O)C1=CC=C(C=C1)C(F)(F)F